[32P](=O)([O-])([O-])[O-] [32P]orthophosphate